C(C)(C)C1=C(NC2=CN=C(C=C21)C2CCN(CC2)C(C)C)C=2C(=C(C=1N(C2)N=CN1)C)C 6-(3-isopropyl-5-(1-isopropylpiperidin-4-yl)-1H-pyrrolo[2,3-c]pyridin-2-yl)-7,8-dimethyl-[1,2,4]triazolo[1,5-a]pyridine